C(C1=CC=CC=C1)OC(=O)NC1C(CN(CC1)C(=O)OC(C)(C)C)(C)C tert-butyl 4-(((benzyloxy) carbonyl) amino)-3,3-dimethylpiperidine-1-carboxylate